(R)-1-(3-((6-((1-methyl-1H-pyrazol-4-yl)amino)-3-(methylthio)-1H-pyrazolo[3,4-d]pyrimidin-4-yl)amino)piperidin-1-yl)prop-2-en-1-one CN1N=CC(=C1)NC1=NC(=C2C(=N1)NN=C2SC)N[C@H]2CN(CCC2)C(C=C)=O